α-methyl-D-proline C[C@]1(NCCC1)C(=O)O